(14R)-4-(4-morpholinyl)aniline N1(CCOCC1)C1=CC=C(N)C=C1